5-chloro-N-{2-chloro-4-[4-({2-[(2-hydroxyethyl)(methyl)amino]ethyl}amino)-3-methyl-1H-pyrazolo[3,4-d]pyrimidin-6-yl]phenyl}-2-fluorobenzenesulfonamide ClC=1C=CC(=C(C1)S(=O)(=O)NC1=C(C=C(C=C1)C1=NC(=C2C(=N1)NN=C2C)NCCN(C)CCO)Cl)F